O=C1NC(CCC1N1C(N(C2=C1C=CC=C2CCCOCCCCC(=O)[O-])C)=O)=O 5-[3-[1-(2,6-dioxo-3-piperidyl)-3-methyl-2-oxo-benzimidazol-4-yl]propoxy]pentanoate